6-fluoro-5-(9-((5-fluoro-2-methyl-3-oxo-3,4-dihydroquinoxalin-6-yl)methyl)-2-oxa-6,9-diazaspiro[4.5]decan-6-yl)-N-methylpicolinamide FC1=C(C=CC(=N1)C(=O)NC)N1C2(CCOC2)CN(CC1)CC=1C(=C2NC(C(=NC2=CC1)C)=O)F